(R)-4-(3,6-dichloropyridazin-4-yl)-3-methylpiperazine-1-carboxylic acid tert-butyl ester C(C)(C)(C)OC(=O)N1C[C@H](N(CC1)C1=C(N=NC(=C1)Cl)Cl)C